NC1CN(CC1)C1=NC(=C(C(=O)N)C=C1)OC1=CC=C(C=C1)OC1=CC=CC=C1 6-(3-Aminopyrrolidin-1-yl)-2-(4-phenoxyphenoxy)nicotinamide